ClC1=C(C=CC=C1F)NC1=NC=CC(=N1)N1C=C(C2=CC=CC=C12)C(=O)N 1-[2-(2-chloro-3-fluoro-phenylamino)-pyrimidin-4-yl]-1H-indole-3-carboxamide